2-methyl-7-(trifluoromethyl)-[1,3]oxazolo[3,2-a]pyrimidin-5-one CC1=CN2C(=NC(=CC2=O)C(F)(F)F)O1